chlorobenzaldehyde oxime acetate C(C)(=O)O.ClC1=C(C=NO)C=CC=C1